2-amino-8-[3-[3-(aminomethyl)azetidin-1-yl]Sulfonylphenyl]-N,N-dipropyl-3H-1-benzazepine-4-carboxamide NC1=NC2=C(C=C(C1)C(=O)N(CCC)CCC)C=CC(=C2)C2=CC(=CC=C2)S(=O)(=O)N2CC(C2)CN